4-((2-(2-(2-azidoethoxy) ethoxy) ethyl) amino)-4-oxobutanoate N(=[N+]=[N-])CCOCCOCCNC(CCC(=O)[O-])=O